S1C(=CC=2COCCC21)C(=O)N2C[C@H]1[C@@H](C2)C([C@H](C1)F)=O (3aS,5S,6aR)-2-(6,7-dihydro-4H-thieno[3,2-c]pyran-2-ylcarbonyl)-5-fluorohexahydrocyclopenta[c]pyrrol-4(1H)-one